ClC1=[N+](C(=CC(=C1F)[N+](=O)[O-])Cl)[O-] 2,6-dichloro-3-fluoro-4-nitropyridine 1-oxide